2-(morpholin-4-yl)pyrimidin-4-amine N1(CCOCC1)C1=NC=CC(=N1)N